FC(C1C(NCC1)C(=O)O)F 3-(difluoromethyl)pyrrolidine-2-carboxylic acid